Cl.C(C)(C)(C)N1N=NC(=C1)C(=O)NCC1=C(C=C(C=C1)C1=C(C=NC=C1)N1C(C(CCC1)NC)=O)C 1-(tert-butyl)-N-(2-methyl-4-(3-(3-(methylamino)-2-oxopiperidin-1-yl)pyridin-4-yl)benzyl)-1H-1,2,3-triazole-4-carboxamide hydrochloride